FC1=C(C=CC=C1F)C1=NC2=C(N1)C=CC(=C2)N 2-(2,3-difluorophenyl)-1H-benzo[d]imidazol-5-amine